CC1=C(C=C(C(=C1CC)OC(C)(C)C)CC)O 2-Methyl-3,5-diethyl-4-tert.-butoxy-phenol